COC1=CC(=C(C=C1)C1=C(C=CC=2CCCCC12)O)[N+](=O)[O-] (4-methoxy-2-nitrophenyl)5,6,7,8-tetrahydronaphthalen-2-ol